(S)-5-chloro-4-(1-(2,6-difluorophenyl)ethoxy)-2-fluoro-N-(thiazol-4-yl)benzenesulfonamide ClC=1C(=CC(=C(C1)S(=O)(=O)NC=1N=CSC1)F)O[C@@H](C)C1=C(C=CC=C1F)F